Cl.CC(CC(=O)N1CCN(CC1)C1=CC=C(C=N1)C=1C=2N(C=C(N1)C=1C=NN(C1)C1CCNCC1)N=CC2C#N)C 4-[6-[4-(3-methylbutanoyl)piperazin-1-yl]-3-pyridyl]-6-[1-(4-piperidyl)pyrazol-4-yl]pyrazolo[1,5-a]pyrazine-3-carbonitrile hydrochloride